C1=CC=CC2=CC3=CC=CC=C3C(=C12)C1=CC=C(C=C1)N(C1=CC=C(C=O)C=C1)C1=CC=C(C=C1)C1=CC=NC=C1 4-((4-(anthracene-9-yl)phenyl)(4-(pyridine-4-yl)phenyl)amino)benzaldehyde